ClC1=NC(=CC=C1S(=O)(=O)N1[C@@H](CCC1)C(=O)OC)C Methyl ((2-chloro-6-methylpyridin-3-yl)sulfonyl)-L-prolinate